N=1C=C(N2C1C=CC=C2)C(C)(C)NC(=O)C2CN(C2)C2=NC(=NC=C2OC)N2C[C@H](NCC2)C N-(2-{imidazo[1,2-a]pyridin-3-yl}propan-2-yl)-1-{5-methoxy-2-[(3R)-3-methylpiperazin-1-yl]pyrimidin-4-yl}azetidine-3-carboxamide